6-((2,4-dichloropyrimidin-5-yl)methyl)-2-oxa-6-azaspiro[3.4]octan-7-one ClC1=NC=C(C(=N1)Cl)CN1CC2(COC2)CC1=O